5-Amino-1-(4-benzyloxycyclohexyl)-3-(4-bromophenyl)pyrazole-4-carbonitrile NC1=C(C(=NN1C1CCC(CC1)OCC1=CC=CC=C1)C1=CC=C(C=C1)Br)C#N